6-((2-((3R,4R)-3-Amino-4-fluoropiperidin-1-yl)-5,7-difluoro-1H-benzo[d]imidazol-1-yl)methyl)nicotinonitril N[C@@H]1CN(CC[C@H]1F)C1=NC2=C(N1CC1=NC=C(C#N)C=C1)C(=CC(=C2)F)F